[4-[5-chloro-1-methyl-4-(trifluoromethyl)imidazol-2-yl]-3-fluoro-phenyl]methanol ClC1=C(N=C(N1C)C1=C(C=C(C=C1)CO)F)C(F)(F)F